FCC1COCC(O1)COC1=CC=C(C=C1)C=1C=C(C(NC1C(F)(F)F)=O)C(=O)N 5-(4-((6-(fluoromethyl)-1,4-dioxan-2-yl)methoxy)phenyl)-2-oxo-6-(trifluoromethyl)-1,2-dihydropyridine-3-carboxamide